(1R,3S)-3-(5-(1-(11-(benzyloxy)undecyl)-1H-pyrazole-4-carboxamido)-1-(tert-butyl)-1H-pyrazol-3-yl)cyclopentyl isopropylcarbamate C(C)(C)NC(O[C@H]1C[C@H](CC1)C1=NN(C(=C1)NC(=O)C=1C=NN(C1)CCCCCCCCCCCOCC1=CC=CC=C1)C(C)(C)C)=O